calcium oxide, strontium salt [Sr+2].[O-2].[Ca+2].[O-2]